FC1=CC=CC=2OC3(CCCCC3)OC(C21)=O 5-fluoro-4H-spiro[benzo[d][1,3]dioxine-2,1'-cyclohexane]-4-one